C(CC)[Ga] Propylgallium